3-(4-methoxyphenyl)propionic acid 2-methoxy-4-ethylphenyl ester COC1=C(C=CC(=C1)CC)OC(CCC1=CC=C(C=C1)OC)=O